N-acetyl-pyrrolidin-3-ylamine C(C)(=O)NC1CNCC1